ethyl 5-(2,2-diethoxyethoxy)-6-methoxybenzo[b]thiophene-2-carboxylate C(C)OC(COC1=CC2=C(SC(=C2)C(=O)OCC)C=C1OC)OCC